C(CCCCCCCCCC(C)C)N(CCCCCCCCCCC(C)C)CCCCCCCCCCC(C)C Triisotridecylamine